OCC([C@H]1CC[C@H]2[C@@H]3CCC4=CC(C=C[C@]4(C)[C@H]3CC[C@]12C)=O)C 21-hydroxy-20-methyl-pregna-1,4-diene-3-one